COC1(C=CCC1)OC 3,3-dimethoxycyclopent-1-ene